NC=1C(=NC(=C(N1)C1=CC(=C(C=C1)F)F)C=1C=CC=2N(C1)C(=CN2)C)C(=O)NC[C@@H]2N(CCC2)C (R)-3-amino-5-(3,4-difluorophenyl)-6-(3-methylimidazo[1,2-a]pyridin-6-yl)-N-((1-methylpyrrolidin-2-yl)methyl)pyrazine-2-carboxamide